CC1(C(C1)C1(NC(NC1=O)=O)CNC(OC(C)(C)C)=O)C rac-tert-Butyl ({4-[2,2-dimethylcyclopropyl]-2,5-dioxoimidazolidin-4-yl}methyl)carbamate